1-(difluoromethyl)-1H-pyrazole-4-carboxylic acid hydrazide FC(N1N=CC(=C1)C(=O)NN)F